ClC1=C2C=C(NC2=NC=C1)CN1CCOCC1 4-((4-Chloro-7-azaindol-2-yl)methyl)morpholine